tin-zinc-nickel [Ni].[Zn].[Sn]